C1(CC1)CNC(C=1C=CC(=C(C1)NC(=O)C1=CC(=NN1C=1C=C(C=CC1)C(=N)NC(SCC)=O)C(F)(F)F)F)C1=CC=CC=C1 (-)-S-ethyl ((3-(5-((5-(((cyclopropylmethyl)amino)(phenyl)methyl)-2-fluorophenyl)carbamoyl)-3-(trifluoromethyl)-1H-pyrazol-1-yl)phenyl)(imino)methyl)carbamothioate